C(N)(OCC1=CC=C(C=C1)OC(CCC)CCCCCC)=O p-4-decyloxybenzyl carbamate